N-((S)-1-(3-fluoropropyl)pyrrolidin-3-yl)-6-((1S,3R)-3-methyl-2-(2,2,2-trifluoroethyl)-2,3,4,6,7,9-hexahydro-1H-cyclobuta[f]pyrido[3,4-b]indol-1-yl)pyridin-3-amine FCCCN1C[C@H](CC1)NC=1C=NC(=CC1)[C@H]1N([C@@H](CC2=C1NC1=CC3=C(C=C21)CC3)C)CC(F)(F)F